ethylenebiscaprylate C(CCCCCCCCC(=O)[O-])CCCCCCCC(=O)[O-]